2-(4-(2-(dimethylamino)ethyl)piperazin-1-yl)-6-(3,5-dimethylisoxazol-4-yl)-N-(thien-2-ylmethyl)quinazolin-4-amine CN(CCN1CCN(CC1)C1=NC2=CC=C(C=C2C(=N1)NCC=1SC=CC1)C=1C(=NOC1C)C)C